(2-(5-fluoropyridin-2-yl)-4,5,6,7-tetrahydropyrazolo[1,5-a]pyridin-6-yl)methanol FC=1C=CC(=NC1)C1=NN2C(CCC(C2)CO)=C1